6-{[(1R)-1-(4-Chlorophenyl)-7-fluoro-5-(2-hydroxybutan-2-yl)-1-{[1-(hydroxymethyl)cyclopropyl]methoxy}-3-oxo-2,3-dihydro-1H-isoindol-2-yl]methyl}pyridin-3-carbonitril ClC1=CC=C(C=C1)[C@@]1(N(C(C2=CC(=CC(=C12)F)C(C)(CC)O)=O)CC1=CC=C(C=N1)C#N)OCC1(CC1)CO